CN(C)CC1=NC=CC=C1O 2-(dimethylaminomethyl)-3-hydroxypyridine